ClC=1C(=CC(=C(C1)S(=O)(=O)NC=1SC=CN1)F)N[C@@H](C(F)(F)F)C1=C(C=CC=C1)F (R)-5-chloro-2-fluoro-N-(thiazol-2-yl)-4-((2,2,2-trifluoro-1-(2-fluorophenyl)ethyl)amino)benzenesulfonamide